CN(/C=C/C(=O)C1=CC2=CC=C(C=C2C=C1)OC)C (2E)-3-(dimethylamino)-1-(6-methoxynaphthalen-2-yl)prop-2-en-1-one